BrC=1C(=NN=NC1)OC1=CC=CC=C1 Bromophenoxytriazin